[Cl-].C(=C)C1=C(C=CC=C1)[P+](C1=CC=CC=C1)(C1=CC=CC=C1)CC1=CC=CC=C1 vinylbenzyl-triphenyl-phosphonium chloride